CC(C)NC(OC1=CC2=C(C(=C(C=C2C=C1)O)N1S(NC(C1)=O)(=O)=O)F)=O 8-fluoro-6-hydroxy-7-(1,1,4-trioxo-1λ6,2,5-thiadiazolidin-2-yl)naphthalen-2-yl propan-2-ylcarbamate